FC(C1CN(CC1)C(=O)[O-])(F)F 3-(trifluoromethyl)pyrrolidine-1-carboxylate